CC1(CCC2(CCC(O2)OC2C(CCCC2)OC2OC3(CC2)CCC(CC3)(C)C)CC1)C 1,2-bis((8,8-dimethyl-1-oxaspiro[4.5]decan-2-yl)oxy)cyclohexane